C(=C(C)C)C(CCCCCC(N)N)CCC(CCCCCC)C 7-isobutenyl-10-methylhexadecanediamine